C1(CCCC1)N1C(C(=CC2=C1N=C(N=C2)NC2(C(CN(CC2([2H])[2H])S(=O)(=O)C([2H])([2H])[2H])([2H])[2H])[2H])C([2H])([2H])[2H])=O 8-cyclopentyl-6-(methyl-d3)-2-((1-((methyl-d3)-sulfonyl)piperidin-4-yl-3,3,4,5,5-d5)-amino)pyrido[2,3-d]pyrimidin-7(8H)-one